N[C@@H](CC1=CNC=N1)C(=O)O.NC(CC)C1=NC=CN1CCC 1-aminopropyl-3-propylimidazole histidine salt